2-[(2S)-2-amino-4,4-difluorobutyl]-3-bromo-5-chloro-N-[(thiophen-2-yl)methyl]thieno[3,2-b]pyridin-7-amine dihydrochloride Cl.Cl.N[C@H](CC1=C(C2=NC(=CC(=C2S1)NCC=1SC=CC1)Cl)Br)CC(F)F